C(C)OC=1C=2N(C=CC1C=1C=NNC1)N=C(N2)N[C@@H]2[C@@H](CN(CC2)S(=O)(=O)C2=NN(N=C2)C)C 8-ethoxy-N-((3R,4S)-3-methyl-1-((2-methyl-2H-1,2,3-triazol-4-yl)sulfonyl)piperidin-4-yl)-7-(1H-pyrazol-4-yl)-[1,2,4]triazolo[1,5-a]pyridin-2-amine